N[C@@H]1[C@@H](OCC12CCN(CC2)C=2N=CC(=NC2)SC=2C(=C1C(N(C=NC1=CC2)CC2CCN(CC2)C)=O)Cl)C 6-((5-((3S,4S)-4-amino-3-methyl-2-oxa-8-azaspiro[4.5]decan-8-yl)pyrazin-2-yl)thio)-5-chloro-3-((1-methylpiperidin-4-yl)methyl)quinazolin-4(3H)-one